N-((1R,4R)-4-acetamidocyclohexyl)-7-cyano-4-(isopropylamino)-5H-pyrido[3,2-b]indole-3-carboxamide C(C)(=O)NC1CCC(CC1)NC(=O)C1=C(C=2NC=3C=C(C=CC3C2N=C1)C#N)NC(C)C